4-(1-(4-(azetidin-1-ylmethyl)-2-chlorophenyl)-1H-imidazol-4-yl)-N-(1-(cyclopropylsulfonyl)piperidin-4-yl)-5-(trifluoromethyl)pyrimidin-2-amine N1(CCC1)CC1=CC(=C(C=C1)N1C=NC(=C1)C1=NC(=NC=C1C(F)(F)F)NC1CCN(CC1)S(=O)(=O)C1CC1)Cl